ClC1=C(C=CC=C1NC(=O)C=1N(C2=C(CN(CC2)C)N1)C)C1=C(C(=CC=C1)N(C(=O)C1=NC=C(C(=C1)C1CC1)CO)C)C N-(2-chloro-3'-(4-cyclopropyl-5-(hydroxymethyl)methylpyridinoylamino)-2'-methyl-[1,1'-biphenyl]-3-yl)-1,5-dimethyl-4,5,6,7-tetrahydro-1H-imidazo[4,5-c]pyridine-2-carboxamide